2,2-dimethyl-3-pyrrolidin-1-yl-propan-1-ol CC(CO)(CN1CCCC1)C